C1=CC(=C(C=2C3=CC=CC=C3NC12)C1=C(C=CC=2NC3=CC=CC=C3C12)O)O 9H,9'H-[4,4'-bicarbazole]-3,3'-diol